para-cyanopyridylalanine-d1 C(#N)C1=CC(=NC=C1)N[C@@H](C)C(=O)O[2H]